1-(4-(chloromethyl)pyridin-2-yl)-3-ethylurea ClCC1=CC(=NC=C1)NC(=O)NCC